sodium gondoate C(CCCCCCCCC\C=C/CCCCCCCC)(=O)[O-].[Na+]